(R)-4-chloro-N-(1-methylpiperidine-3-yl)pyrido[3,4-d]pyridazin-1-amine ClC=1N=NC(=C2C1C=NC=C2)N[C@H]2CN(CCC2)C